perfluoro(3-heptene) FC(C(C(=C(C(C(C(F)(F)F)(F)F)(F)F)F)F)(F)F)(F)F